C1(CCCC1)NC1=CC(=C2C(NC(=NC2=C1)CSC1CCN(CC1)CC(=O)NC)=O)F 2-(4-(((7-(cyclopentylamino)-5-fluoro-4-oxo-3,4-dihydroquinazolin-2-yl)methyl)thio)piperidin-1-yl)-N-methylacetamide